(2R,3S)-3-(ethylsulfonyl)-2-methylazetidine 2,2,2-trifluoroacetate FC(C(=O)O)(F)F.C(C)S(=O)(=O)[C@@H]1[C@H](NC1)C